FC=1C(=C(C(=O)OC)C=C(C1F)/C=N/NS(=O)(=O)C1=CC=C(C=C1)C)NC1=C(C=C(C=C1)I)F methyl 3,4-difluoro-2-(2-fluoro-4-iodoanilino)-5-[(E)-[(4-methylphenyl)sulfonylhydrazinylidene]methyl]benzoate